ON(C1=CC=C(C=C1)CCCCCCCCCCCCCCCCCCP(=O)=C(O)C[N+](C)(C)C)C(CCCC)=O 18-[p-(hydroxy-pentanoylamino)phenyl]octadecyl-phosphorylcholine